N[C@H](C(=O)N[C@H](C(=O)N1N[C@@H](CCC1)C(NN(C)C1=NC2=CC(=CC=C2C=C1)Br)=O)C)C(C)C (2S)-2-amino-N-[(1S)-2-[(3S)-3-[[(7-bromo-2-quinolyl)-methyl-amino]carbamoyl]hexahydropyridazin-1-yl]-1-methyl-2-oxo-ethyl]-3-methyl-butanamide